N1N=NC2=C1CCC2 1,4,5,6-tetrahydrocyclopenta[d][1,2,3]triazole